3-ethyl-1-(4-{4-[(3S)-3-methylmorpholin-4-yl]-7-(oxetan-3-yl)-5H,6H,7H,8H-pyrido[3,4-d]pyrimidin-2-yl}phenyl)urea C(C)NC(NC1=CC=C(C=C1)C=1N=C(C2=C(N1)CN(CC2)C2COC2)N2[C@H](COCC2)C)=O